COC=1C(C(=C(C(C1OC)=O)C)C\C=C(/C)\CCC=C(C)C)=O 2,3-dimethoxy-5-methyl-6-geranyl-1,4-benzoquinone